Cl.COC([C@@H](CC)N)=O methyl-E-(R)-2-aminobutyrate hydrochloride